7-cyano-8-isopropoxy-N-(2-(((2-aminoethyl)sulfonyl)methyl)pyridin-4-yl)quinazolin-2-amine C(#N)C1=CC=C2C=NC(=NC2=C1OC(C)C)NC1=CC(=NC=C1)CS(=O)(=O)CCN